(R)-(-)-2-(4-fluorophenyl)-1-methylethylamine FC1=CC=C(C=C1)C[C@@H](C)N